12-Bromo-4-(difluoromethyl)-18,20-difluoro-13-hydroxy-15,15-dioxo-8-oxa-15λ6-thia-4,5,16-triazatetracyclo[15.3.1.110,14.02,6]docosa-1(20),2,5,10(22),11,13,17(21),18-octaen-9-one BrC1=CC=2C(OCC3=NN(C=C3C3=C(C=C(C(NS(C(=C1O)C2)(=O)=O)=C3)F)F)C(F)F)=O